methyl-4-oxo-1,4-dihydropyridine-2,5-dicarboxamide CN1C(=CC(C(=C1)C(=O)N)=O)C(=O)N